N2-cyclohexyl-1,2-butanediamine C1(CCCCC1)NC(CN)CC